CN1N=C(N=N1)COC1=C(C(=O)O)C=CC(=N1)C(F)(F)F 2-((2-methyl-2H-tetrazol-5-yl)methoxy)-6-(trifluoromethyl)nicotinic acid